BrC1=CC=CC=2N(C(NC21)=O)[C@H]2CC[C@H](CC2)C(=O)NC2=CC(=C(C=C2)C)C(F)(F)F (cis)-4-(4-bromo-2-oxo-2,3-dihydro-1H-1,3-benzodiazol-1-yl)-N-[4-methyl-3-(trifluoromethyl)phenyl]cyclohexane-1-carboxamide